1-[(2R)-3-[bis(4-methoxyphenyl)-phenyl-methoxy]-2-hydroxy-propyl]-5-methyl-pyrimidine-2,4-dione COC1=CC=C(C=C1)C(OC[C@@H](CN1C(NC(C(=C1)C)=O)=O)O)(C1=CC=CC=C1)C1=CC=C(C=C1)OC